N-((S)-1-(((S)-1-amino-1-oxo-3-((S)-2-oxopyrrolidin-3-yl)propan-2-yl)amino)-3-cyclopropyl-1-oxopropan-2-yl)-4-methoxy-1H-indole-2-carboxamide NC([C@H](C[C@H]1C(NCC1)=O)NC([C@H](CC1CC1)NC(=O)C=1NC2=CC=CC(=C2C1)OC)=O)=O